tert-butyl((l-1-(2-((4-methoxybenzyl)-oxy)ethyl)icosyl)oxy)diphenylsilane C(C)(C)(C)[Si](C1=CC=CC=C1)(C1=CC=CC=C1)OC(CCCCCCCCCCCCCCCCCCC)CCOCC1=CC=C(C=C1)OC